O1OCCOCC1 peroxydiethylether